ClC1=CC=C(CN2C3(CCN(C3)C(=O)OC(C)(C)C)C(N(CC2=O)CC2=CC=C(C=C2)OC)=O)C=C1 tert-butyl 6-(4-chlorobenzyl)-9-(4-methoxybenzyl)-7,10-dioxo-2,6,9-triazaspiro[4.5]decane-2-carboxylate